DIMETHYLAMMONIUM C[NH2+]C